1-[4-[5-[5-[(6-isopropylpyrazin-2-yl)amino]-1-methyl-pyrazol-4-yl]pyrazin-2-yl]phenyl]cyclopropanecarboxylic acid methyl ester COC(=O)C1(CC1)C1=CC=C(C=C1)C1=NC=C(N=C1)C=1C=NN(C1NC1=NC(=CN=C1)C(C)C)C